(3R)-N-[4-(3-cyanophenyl)-5-(2,6-dimethyl-4-pyridinyl)thiazol-2-yl]-3-methyl-piperazine-1-carboxamide ethyl-2-(5-(2-hydroxyprop-2-yl)isoxazol-3-yl)-2-oxoacetate C(C)OC(C(=O)C1=NOC(=C1)C(C)(C)O)=O.C(#N)C=1C=C(C=CC1)C=1N=C(SC1C1=CC(=NC(=C1)C)C)NC(=O)N1C[C@H](NCC1)C